tert-butyl 3-ethynyl-2-azabicyclo[3.1.0]hexane-2-carboxylate C(#C)C1N(C2CC2C1)C(=O)OC(C)(C)C